ClC=1N=C(C2=C(N1)CN(C2)C#N)C2=C(C=CC=C2)F 2-chloro-4-(2-fluorophenyl)-5,7-dihydro-6H-pyrrolo[3,4-d]pyrimidine-6-carbonitrile